4-Methoxy-5-(2,2,2-trifluoroethyl)-8-vinyl-pyrido[3,2-b]indole-3-carboxamide COC1=C(C=NC2=C1N(C=1C=CC(=CC21)C=C)CC(F)(F)F)C(=O)N